2-[3-(4,4,5,5-tetramethyl-1,3,2-dioxaborolan-2-yl)phenyl]acetic acid CC1(OB(OC1(C)C)C=1C=C(C=CC1)CC(=O)O)C